2-(3-chlorophenyl)-1-(3-fluorophenyl)-2-methylpropyl ((S)-3-cyclohexyl-1-(((S)-1-hydroxy-3-((S)-2-oxopyrrolidin-3-yl)propan-2-yl)amino)-1-oxopropan-2-yl)carbamate C1(CCCCC1)C[C@@H](C(=O)N[C@H](CO)C[C@H]1C(NCC1)=O)NC(OC(C(C)(C)C1=CC(=CC=C1)Cl)C1=CC(=CC=C1)F)=O